BrC1=C(C(=O)OC)C=C(C=C1C)NC1=NC=C(C(=N1)NC1CCCC1)Cl methyl 2-bromo-5-[[5-chloro-4-(cyclopentylamino) pyrimidin-2-yl] amino]-3-methyl-benzoate